C(C=C)(=O)N1[C@H](CN(CC1)C=1C2=C(N=C(N1)OC[C@H]1N(CCC1)C)CC(OC2)C2=CC=CC=1CCCCC21)CC#N 2-((2S)-1-acryloyl-4-(2-(((S)-1-methylpyrrolidin-2-yl)methoxy)-7-(5,6,7,8-tetrahydronaphthalen-1-yl)-7,8-dihydro-5H-pyrano[4,3-d]pyrimidin-4-yl)piperazin-2-yl)acetonitrile